(R)-N,N-bis(4-methoxybenzyl)-3-(1-(methylamino)ethyl)pyridin-2-amine hydrochloride Cl.COC1=CC=C(CN(C2=NC=CC=C2[C@@H](C)NC)CC2=CC=C(C=C2)OC)C=C1